3-(2-mercapto-6-methyl-3-(4-methylpyridin-2-yl)-4-oxo-3,4-dihydrothieno[2,3-d]pyrimidin-5-yl)propiolamide SC=1N(C(C2=C(N1)SC(=C2C#CC(=O)N)C)=O)C2=NC=CC(=C2)C